8-(2,3-difluorophenyl)-9-(4-((1-(3-fluoropropyl)azetidin-3-ylidene)methyl)phenyl)-6,7-dihydro-5H-benzo[7]annulene-3-carboxylic acid FC1=C(C=CC=C1F)C=1CCCC2=C(C1C1=CC=C(C=C1)C=C1CN(C1)CCCF)C=CC(=C2)C(=O)O